C(C)(C)(C)NC1=NC(=C2C(=N1)N(N=C2)C)NCC2=CC=C(C=C2)S(=O)(=O)N 4-(((6-(tert-butylamino)-1-methyl-1H-pyrazolo[3,4-d]pyrimidin-4-yl)amino)methyl)benzenesulfonamide